Natrium citrat methyl-2-[3-(2-methoxypyrimidin-5-yl)-1,2-oxazol-5-yl]-3-methylbutanoate COC(C(C(C)C)C1=CC(=NO1)C=1C=NC(=NC1)OC)=O.C(CC(O)(C(=O)[O-])CC(=O)[O-])(=O)[O-].[Na+].[Na+].[Na+]